(1S,2S)-N-(6-(7-(ethyl-(methyl)amino)-6-fluoro-5-methyl-1H-indazol-4-yl)imidazo[1,2-a]pyrazin-2-yl)-2-fluorocyclopropane-1-carboxamide C(C)N(C=1C(=C(C(=C2C=NNC12)C=1N=CC=2N(C1)C=C(N2)NC(=O)[C@H]2[C@H](C2)F)C)F)C